C(C)OC(C(CC(C1=CC=C(C=C1)OC)(F)F)=C)=O.CC1=NN=C(S1)NC(C(C)SC=1NC(C2=C(N1)N(N=C2)C2=CC=CC=C2)=O)=O N-(5-methyl-1,3,4-thiadiazol-2-yl)-2-((4-oxo-1-phenyl-4,5-dihydro-1H-pyrazolo[3,4-d]pyrimidin-6-yl)thio)propanamide Ethyl-4,4-difluoro-4-(4-methoxyphenyl)-2-methylenebutanoate